C1(CC1)CN1C(=NC2=C1C(=CC(=C2)C(=O)N2C1CCC(C2)[C@H]1N)OC)C=1N(C2=CC=CC=C2C1)CC1CC1 (7R)-2-[1-(cyclopropylmethyl)-2-[1-(cyclopropylmethyl)-1H-indol-2-yl]-7-methoxy-1H-1,3-benzodiazole-5-carbonyl]-2-azabicyclo[2.2.1]heptan-7-amine